FC=1C(=NC(=CC1)F)C1=NN(C=C1NC(=O)C=1N=C(SC1)C=1C=NN(C1)C(NCCCN(C)C)=O)C1CCC(CC1)OCC N-(3-(3,6-difluoropyridin-2-yl)-1-((1r,4r)-4-ethoxycyclohexyl)-1H-pyrazol-4-yl)-2-(1-((3-(dimethylamino)propyl)carbamoyl)-1H-pyrazol-4-yl)thiazole-4-carboxamide